C(C(=C)C)(=O)OC(CCl)CCl 1,3-dichloro-2-propyl methacrylate